S-isopropylisothiourea hydrogen bromide Br.C(C)(C)SC(N)=N